(3-(1,1-difluoroethyl)phenyl)-1-(4-(difluoromethoxy)phenyl)-5-(dimethylamino)-3-methyl-1H-pyrazole-4-carboxamide FC(C)(F)C=1C=C(C=CC1)NC(=O)C=1C(=NN(C1N(C)C)C1=CC=C(C=C1)OC(F)F)C